FC1(C(CNCC1C)C(CN1C(C2=CC=CC=C2C1=O)=O)(C)C)F 2-[2-(4,4-difluoro-5-methyl-3-piperidyl)-2-methyl-propyl]isoindoline-1,3-dione